C(C1=CC=CC=C1)N1CC(C1)N1CC(C2=NC=CC=C21)(C)C N-(1-benzylazetidin-3-yl)-3,3-dimethyl-2,3-dihydro-1H-pyrrolo[3,2-b]pyridine